(R)-N-(1-(3-(difluoromethyl)-2-fluorophenyl)ethyl)-6-(1,2,3,6-tetrahydropyridin-4-yl)cinnoline-4-amine FC(C=1C(=C(C=CC1)[C@@H](C)NC1=CN=NC2=CC=C(C=C12)C=1CCNCC1)F)F